3-[3-(2-carboxyethyl)-4-methylpyrrolidin-2-ylidene]-2-indolinone C(=O)(O)CCC1C(NCC1C)=C1C(NC2=CC=CC=C12)=O